CCCCCCCCCCCC(=O)NC1=CC2=C(C=C1)C3(C4=C(C=C(C=C4)O[C@H]5[C@@H]([C@H]([C@H]([C@H](O5)CO)O)O)O)OC6=C3C=CC(=C6)O[C@H]7[C@@H]([C@H]([C@H]([C@H](O7)CO)O)O)O)OC2=O N6-ethenoadenine